2-(3-fluoro-6-(4-fluoro-2,6-dimethylphenyl)-5-methoxypyridin-2-yl)-5-methyl-4-((3-(trifluoromethyl)phenyl)carbamoyl)-1H-imidazole 3-oxide FC=1C(=NC(=C(C1)OC)C1=C(C=C(C=C1C)F)C)C=1NC(=C([N+]1[O-])C(NC1=CC(=CC=C1)C(F)(F)F)=O)C